ClC1=C(C(=NC(=N1)C1=CC=C(C=C1)Cl)N)OC1=C(C=CC=C1)OC chloro-2-(4-chlorophenyl)-5-(2-methoxyphenoxy)pyrimidin-4-amine